2-cyclohexyl-2-(3-bromo-3-isopentyl-6-methylheptyl)-1-ethoxy-3-methoxy-propane C1(CCCCC1)C(COCC)(COC)CCC(CCC(C)C)(CCC(C)C)Br